N-(2-cyclopropyl-4-fluorophenyl)-1-(4-(4-fluoro-1,3-dioxoisoindol-2-yl)butyl)-N-(7-Nitrobenzo[c][1,2,5]oxadiazol-4-yl)-1H-1,2,3-triazole-4-carboxamide C1(CC1)C1=C(C=CC(=C1)F)N(C(=O)C=1N=NN(C1)CCCCN1C(C2=CC=CC(=C2C1=O)F)=O)C1=CC=C(C2=NON=C21)[N+](=O)[O-]